tert-butyl (3R,9aS)-3-(3-chloro-4-fluorophenyl)hexahydropyrazino[2,1-c][1,4]oxazine-8(1H)-carboxylate ClC=1C=C(C=CC1F)[C@@H]1CN2[C@H](CO1)CN(CC2)C(=O)OC(C)(C)C